C1(CCCCCC1)CN1CCC(CC1)N(C=1C=C(C=CC1)O)C1=CSC=C1 3-((1-(cycloheptylmethyl)piperidin-4-yl)(thiophen-3-yl)amino)phenol